tert-butyl ((1R,3R)-3-(3-(5-(trifluoromethyl)pyrimidin-2-yl)-3,8-diazabicyclo[3.2.1]octane-8-carbonyl)cyclobutyl)carbamate FC(C=1C=NC(=NC1)N1C[C@H]2CCC(C1)N2C(=O)C2CC(C2)NC(OC(C)(C)C)=O)(F)F